cyclobutan-3,3-d2-1-ol C1(CC(C1)([2H])[2H])O